1,3-bis((trihydroxymethyl)methylamino)propane OC(O)(O)N(CCCN(C)C(O)(O)O)C